N-((2-(2,6-dioxopiperidin-3-yl)-1-oxoisoindolin-4-yl)methyl)-2-oxo-2-(p-tolyl)-acetamide O=C1NC(CCC1N1C(C2=CC=CC(=C2C1)CNC(C(C1=CC=C(C=C1)C)=O)=O)=O)=O